potassium sulfate salt S(=O)(=O)([O-])[O-].[K+].[K+]